1-(5-(3-benzyl-4-oxo-3,4-dihydroquinazolin-6-yl)benzo[d]thiazol-2-yl)-3-(4-(trifluoromethyl)phenyl)urea C(C1=CC=CC=C1)N1C=NC2=CC=C(C=C2C1=O)C=1C=CC2=C(N=C(S2)NC(=O)NC2=CC=C(C=C2)C(F)(F)F)C1